2-((benzylamino)methyl)thiophene C(C1=CC=CC=C1)NCC=1SC=CC1